COC1=C(C=C(C(=C1)CCCCC)OC)CCN 2-(2,5-dimethoxy-4-pentylphenyl)ethylamine